(R)-N-((S)-2-(dimethylamino)-3-(4-hydroxyphenyl)propyl)-3-(6-methylpyridin-3-yl)-3-(1-(trifluoromethyl)cyclopropyl)propanamide CN([C@H](CNC(C[C@@H](C1(CC1)C(F)(F)F)C=1C=NC(=CC1)C)=O)CC1=CC=C(C=C1)O)C